1,3-bisAminopropylcyclohexane NC(CCN)C1CCCCC1